C(#N)CC1(CN(C1)C1CCN(CC1)C(=O)C1=CC(=C(C=C1)C1=CC=C(C=C1)C#N)F)N1N=CC(=C1)C=1C2=C(N=CN1)NC=C2 4'-[(4-{3-(cyanomethyl)-3-[4-(7H-pyrrolo[2,3-d]pyrimidin-4-yl)-1H-pyrazol-1-yl]azetidin-1-yl}piperidin-1-yl)carbonyl]-2'-fluorobiphenyl-4-carbonitrile